tert-butyl 4-(6-nitropyridin-3-yl)-1,4-diazacycloheptane-1-carboxylate [N+](=O)([O-])C1=CC=C(C=N1)N1CCN(CCC1)C(=O)OC(C)(C)C